FC(CCC(CC=C)NC(NCC)=O)(C)F 3-(7,7-difluorooct-1-en-4-yl)-1-ethyl-urea